NC=1C(=NC(=C(C(=O)O)C1)C)C1=CC=C(C=C1)C(C)(C)C 5-amino-6-(4-(tert-butyl)phenyl)-2-methylnicotinic acid